N1(CC1)CC1OC=CNC1 (aziridine-1-ylmethyl)-3,4-dihydro-1H-[1,4]oxazin